tert-butyl (R)-((3-(5-cyclopropyl-2-((6-fluoro-2-methylpyridin-3-yl)oxy)-4-methylnicotinamido)phenyl)(methyl)(oxo)-λ6-sulfaneylidene)carbamate C1(CC1)C=1C=NC(=C(C(=O)NC=2C=C(C=CC2)[S@](=O)(C)=NC(OC(C)(C)C)=O)C1C)OC=1C(=NC(=CC1)F)C